1-(4-((2-(1,4-Diazepan-1-yl)-5-oxo-5,6-dihydropyrimido[4,5-d]pyridazin-4-yl)amino)benzyl)piperidin N1(CCNCCC1)C=1N=C(C2=C(C=NNC2=O)N1)NC1=CC=C(CN2CCCCC2)C=C1